C(C)(C)(C)N=[Mo](N(C)C)(N(C)C)=NC(C)(C)C bis(tert-butylimino)bis(dimethylamino)molybdenum (VI)